N1-(pyridin-4-yl)cyclohexane-1,4-diamine N1=CC=C(C=C1)NC1CCC(CC1)N